(E)-4-(2-(1-methyl-1H-pyrazol-3-yl)vinyl)thiazol-2-amine CN1N=C(C=C1)/C=C/C=1N=C(SC1)N